N-{2-[3-chloro-5-(trifluoromethyl)-2-pyridyl]ethyl}-α,α,α-trifluoro-o-toluamide ClC=1C(=NC=C(C1)C(F)(F)F)CCNC(=O)C=1C(=CC=CC1)C(F)(F)F